1,4-bis(3,4-dicarboxy-trifluorophenoxy)tetrafluorobenzene C(=O)(O)C=1C(=C(OC2=C(C(=C(C(=C2F)F)OC2=C(C(=C(C(=C2F)F)C(=O)O)C(=O)O)F)F)F)C(=C(C1C(=O)O)F)F)F